(R)-N-(benzo[d]thiazol-5-ylmethyl)-1-cyclohexylethan-1-amine S1C=NC2=C1C=CC(=C2)CN[C@H](C)C2CCCCC2